N-methyl-N-(propan-2-yl)-2-(pyridin-4-yl)-1,7-naphthyridin-4-amine CN(C1=CC(=NC2=CN=CC=C12)C1=CC=NC=C1)C(C)C